4-(3-((S)-[1,3'-Bipyrrolidin]-1'-yl)-5-fluoro-7,9-dihydrofuro[3,4-f]quinazolin-6-yl)-2-amino-7-fluorothieno[3,2-c]pyridine-3-carbonitrile N1(CCCC1)[C@@H]1CN(CC1)C1=NC=2C(=C(C3=C(C2C=N1)COC3)C3=NC=C(C1=C3C(=C(S1)N)C#N)F)F